CNC1=NC=C(C2=CC(=NC=C12)N)C#CC1=CC=C(C=C1)CN1CCOCC1 N1-methyl-4-((4-(morpholinomethyl)phenyl)ethynyl)-2,7-naphthyridine-1,6-diamine